tert-butyl (R)-(2-chloro-7-methyl-6,7-dihydro-5H-cyclopenta[b]pyridin-7-yl)carbamate ClC1=CC=C2C(=N1)[C@](CC2)(C)NC(OC(C)(C)C)=O